O(C(=S)SCC(CCCC)CC)CC(CCCC)CC.[Zn] Zinc di(2-ethylhexyl) xanthate